Ethanesulfonic acid [5-(3-oxo-2,3,6,7-tetrahydro-1H,5H-pyrido[3,2,1-ij]quinolin-9-yl)-pyridin-3-ylmethyl]-amide O=C1N2C3=C(C=C(C=C3CC1)C=1C=C(C=NC1)CNS(=O)(=O)CC)CCC2